Sodium (R)-2-(4-bromo-2-cyclobutylphenoxy)-3-methoxypropanoate BrC1=CC(=C(O[C@@H](C(=O)[O-])COC)C=C1)C1CCC1.[Na+]